COC1=CC=C(C=2C=C(OC21)C(=O)O)C(=C)C 7-methoxy-4-(prop-1-en-2-yl)-1-benzofuran-2-carboxylic acid